CC1=CC=C(C=C1)S(=O)(=O)OCCC1=CC=C(C=C1)CN1C(=C(C2=CC(=CC=C12)OCC1=CC=CC=C1)F)C1=C(C=CC=C1)C1=CC=CC=C1 4-((2-([1,1'-biphenyl]-2-yl)-5-(benzyloxy)-3-fluoro-1H-indol-1-yl)methyl)phenethyl 4-methylbenzenesulfonate